[Mn](=O)([O-])[O-].[Sr+2].[La+3] lanthanum Strontium Manganite